O=C1NC(CCC1N1C(C2=CC=C(C(=C2C1=O)F)CN1CCC(CC1)C1=NC(=C(C(=O)N)C=C1)C1=CC=C(C=C1)OC1=CC=CC=C1)=O)=O 6-(1-((2-(2,6-dioxopiperidin-3-yl)-4-fluoro-1,3-dioxoisoindolin-5-yl)methyl)piperidin-4-yl)-2-(4-phenoxyphenyl)nicotinamide